[2-(4-formylcyclohexyl)-1,3-benzothiazol-6-yl]6-(trifluoromethyl)pyridine-2-Formamide C(=O)C1CCC(CC1)C=1SC2=C(N1)C=CC(=C2)C=2C(=NC(=CC2)C(F)(F)F)C(=O)N